FC1=C(C(=O)F)C(=C(C(=C1F)C(F)(F)F)F)F 2,3,5,6-tetrafluoro-4-trifluoromethyl-benzoyl fluoride